N-(4,6-dimethoxypyrimidin-2-yl)-N'-(3-(2,2,2-trifluoroethoxy)-pyridin-2-ylsulfonyl)-urea COC1=NC(=NC(=C1)OC)NC(=O)NS(=O)(=O)C1=NC=CC=C1OCC(F)(F)F